tert-butyl 4-(pyridin-3-yl)-1,4-diazepane-1-carboxylate N1=CC(=CC=C1)N1CCN(CCC1)C(=O)OC(C)(C)C